C1(CCC1)OC=1C=C(C=CC1OC)C1=CC(=C(C(=C1)F)N1CCC(CC1)CC(=O)O)F 2-[1-[4-[3-(cyclobutoxy)-4-methoxy-phenyl]-2,6-difluoro-phenyl]-4-piperidinyl]acetic acid